C(#N)C=1C=NC(=NC1)[C@@H](C)NC(CC=1C(NC2=CC=C(C(=C2C1C)F)F)=O)=O (R)-N-(1-(5-cyanopyrimidin-2-yl)ethyl)-2-(5,6-difluoro-4-methyl-2-oxo-1,2-dihydroquinolin-3-yl)acetamide